N-Boc-2-aminoethanethiol C(=O)(OC(C)(C)C)NCCS